C1(=CC=CC=C1)N=NC1=C(C=CC2=CC=CC=C12)O 1-(phenylazo)naphthalene-2-ol